OC1(CC[N+](CC1)(C)C)S(=O)O 4-hydroxy-1,1-dimethyl-4-sulfinopiperidinium